3,7,11-trimethyldodeca-1-yn-3-ol CC(C#C)(CCCC(CCCC(C)C)C)O